2,2,5-trimethyl-4H-1,3-dioxin-4-one CC1(OC=C(C(O1)=O)C)C